6-chloro-2-(5-chloro-2-(difluoromethyl)phenyl)-1H-pyrrolo[2,3-b]pyridine-1-carboxylic acid tert-butyl ester C(C)(C)(C)OC(=O)N1C(=CC=2C1=NC(=CC2)Cl)C2=C(C=CC(=C2)Cl)C(F)F